(pyridine) copper (II) triflate [O-]S(=O)(=O)C(F)(F)F.[Cu+2].N1=CC=CC=C1.[O-]S(=O)(=O)C(F)(F)F